tert-butyl 5-(1-(tert-butoxycarbonyl) piperidin-4-yl)-3-isopropyl-1H-indole-1-carboxylate C(C)(C)(C)OC(=O)N1CCC(CC1)C=1C=C2C(=CN(C2=CC1)C(=O)OC(C)(C)C)C(C)C